tert-butyl (1-(2,5-dimethoxy-4-propylphenyl)-4-fluorobutan-2-yl)carbamate COC1=C(C=C(C(=C1)CCC)OC)CC(CCF)NC(OC(C)(C)C)=O